N-ethylpiperidineOne C(C)N1C(CCCC1)=O